2-(5-{[(1S,2S,3R,5R)-2-fluoro-8-azabicyclo[3.2.1]octan-3-yl](methyl)amino}pyrazin-2-yl)-5-{imidazo[1,2-b]pyridazin-2-yl}phenol F[C@H]1[C@@H]2CC[C@H](C[C@H]1N(C=1N=CC(=NC1)C1=C(C=C(C=C1)C=1N=C3N(N=CC=C3)C1)O)C)N2